ClC=1C=C(C=CC1)C1=CN=C(O1)CSC1=NC(=NC(=N1)C1(CC1)C)N 4-({[5-(3-Chlorophenyl)-1,3-oxazol-2-yl]methyl}sulfanyl)-6-(1-methylcyclopropyl)-1,3,5-triazin-2-amin